2'-(2,6-dioxopiperidin-3-yl)-8',9'-dihydro-1'H-spiro[azetidine-3,7'-pyrano[3,2-e]isoindole]-1',3'(2'H)-dione O=C1NC(CCC1N1C(C=2C=CC3=C(C2C1=O)CCC1(O3)CNC1)=O)=O